C(C)(C)C1=NNC2=CC=C(C=C12)C1=CN=C2N1N=C(C=C2)N2CCC1(COC1)CC2 7-(3-(3-isopropyl-1H-indazol-5-yl)imidazo[1,2-b]pyridazin-6-yl)-2-oxa-7-azaspiro[3.5]nonane